OC(C)C1CN(C1)C1=C2C(=NC=C1)N(N=C2CNC(OC(C)(C)C)=O)C2=CC=C(C=C2)OC(F)(F)F tert-butyl ((4-(3-(1-hydroxyethyl)azetidin-1-yl)-1-(4-(trifluoromethoxy)phenyl)-1H-pyrazolo[3,4-b]pyridin-3-yl)methyl)carbamate